(2S,4S)-1,7,7-trimethylbicyclo[2.2.1]heptan-2-yl acetate (Bornyl Acetate) C12(C(CC(CC1)C2(C)C)CC(=O)O)C.C(C)(=O)O[C@@H]2C1(CC[C@@H](C2)C1(C)C)C